C(=O)C=1C(=NC=CC1)NC(C)=O N-(3-FORMYL-PYRIDIN-2-YL)-ACETAMIDE